[Ti].C(CCCCCCCCCCC)(=O)O (lauric acid) titanium